C1(CC1)C1=CN(C=2N=CN=C(C21)N2C[C@@H](N(CC2)C(=O)[O-])CF)C2=CC(=CC(=C2)F)F (R)-4-(5-cyclopropyl-7-(3,5-difluorophenyl)-7H-pyrrolo[2,3-d]pyrimidin-4-yl)-2-(fluoromethyl)piperazine-1-carboxylate